6-bromo-8-chloro-1'-(2,2,2-trifluoroethyl)-2H-spiro[imidazo[1,5-a]pyridine-3,4'-piperidine]-1,5-dione BrC1=CC(=C2N(C1=O)C1(CCN(CC1)CC(F)(F)F)NC2=O)Cl